C([C@@H]1[C@@H]([C@@H]([C@H](C(O1)O)N)O)O)OP(=O)(O)O The molecule is a galactosamine phosphate that is D-galactosamine substituted at position 1 by a monophosphate group. It has a role as an Escherichia coli metabolite. It derives from a D-galactosamine. It is a conjugate acid of a D-galactosamine 6-phosphate(1-).